OCCCCCCCCCCCCCCCCCCO 18-hydroxyoctadecanol